tris(5-amino-1,10-phenanthroline) ruthenium (II) [Ru+2].NC1=C2C=CC=NC2=C2N=CC=CC2=C1.NC1=C2C=CC=NC2=C2N=CC=CC2=C1.NC1=C2C=CC=NC2=C2N=CC=CC2=C1